3-(((7-(2-Aminopyrimidin-4-yl)-2,3-dihydrofuro[3,2-c]pyridin-4-yl)amino)methyl)-2-fluoro-N-(3-methoxypropyl)benzamid NC1=NC=CC(=N1)C=1C2=C(C(=NC1)NCC=1C(=C(C(=O)NCCCOC)C=CC1)F)CCO2